7-chloro-3-((4-methoxybenzyl)thio)naphthalen-1-ol ClC1=CC=C2C=C(C=C(C2=C1)O)SCC1=CC=C(C=C1)OC